tridecenyl phosphate P(=O)(OC=CCCCCCCCCCCC)([O-])[O-]